S=[Se].[Sn].[Zn].[Cu] copper zinc tin sulfur-selenide